ethyl N-(3-carboxy-1-oxopropyl)-(4S)-(p-phenylphenylmethyl)-4-amino-(2R)-methylbutanoate C(=O)(O)CCC(=O)NCC[C@@](C(=O)OCC)(C)CC1=CC=C(C=C1)C1=CC=CC=C1